C(C)(C)(C)OC(=O)N1CCN(CC1)C1=C(C=C(C=C1)NCCC(=O)OC)C(F)(F)F 4-(4-((3-methoxy-3-oxopropyl)amino)-2-(trifluoromethyl)phenyl)piperazine-1-carboxylic acid tert-butyl ester